6-(6-chloropyridin-2-yl)-N2-isopropyl-N4-(5-(trifluoromethyl)pyridin-3-yl)-1,3,5-triazine-2,4-diamine ClC1=CC=CC(=N1)C1=NC(=NC(=N1)NC(C)C)NC=1C=NC=C(C1)C(F)(F)F